1-(tetrahydro-2H-pyran-2-yl)-5-(trifluoromethyl)-1H-pyrazolo[4,3-d]Pyrimidin-7-ol O1C(CCCC1)N1N=CC=2N=C(N=C(C21)O)C(F)(F)F